The molecule is a member of the class of N-arylpiperazines that is N-phenylpiperazine in which the amino hydrogen is replaced by a 2,3-dihydroxypropyl group (the S-enantiomer). A peripherally acting antitussive drug that is used as an alternative to opioids. It has a role as an antitussive. It is a N-alkylpiperazine, a N-arylpiperazine and a secondary alcohol. C1CN(CCN1C[C@@H](CO)O)C2=CC=CC=C2